ClCCCN=C=O 1-chloro-3-isocyanatopropane